ClC1=NC(=NC(=C1)C)S(=O)(=O)C 4-chloro-6-methyl-2-(methylsulfonyl)pyrimidine